5-oxazolecarboxylic acid ethyl ester C(C)OC(=O)C1=CN=CO1